6-(methoxyl)tetrahydronaphthalenone O(C)C=1CC2CCCC(C2=CC1)=O